N-[(6-Amino-2-pyridyl)sulfonyl]-6-[6-(isobutylamino)-2-pyridyl]-2-(2,2,4-trimethylpyrrolidin-1-yl)pyridin-3-carboxamid NC1=CC=CC(=N1)S(=O)(=O)NC(=O)C=1C(=NC(=CC1)C1=NC(=CC=C1)NCC(C)C)N1C(CC(C1)C)(C)C